N-(4-Chloro-2-methoxy-6-morpholin-4-yl-pyridin-3-yl)-3,3-dimethylbutyramide ClC1=C(C(=NC(=C1)N1CCOCC1)OC)NC(CC(C)(C)C)=O